CC=1N=CC(=NC1)N1[C@H]([C@H](CC1)NS(=O)(=O)C)CO[C@@H]1CC[C@@H](CC1)C1=CC=CC=C1 N-((2R,3S)-1-(5-methylpyrazin-2-yl)-2-((((CIS)-4-phenylcyclohexyl)oxy)methyl)pyrrolidin-3-yl)methanesulfonamide